The molecule is a dicarboxylic acid anion obtained by deprotonation of the two carboxy and one of the phosphonate OH groups of (R)-2-(phosphonomethyl)malic acid. It is the major microspecies at pH 7.3 (according to Marvin v 6.2.0.). It is a dicarboxylic acid anion and an organophosphonate oxoanion. It is a conjugate base of a (R)-2-(phosphonomethyl)malic acid. C(C(=O)[O-])[C@](CP(=O)(O)[O-])(C(=O)[O-])O